N-[3-chloro-2-fluoro-4-(tetrahydropyran-4-ylmethoxy)phenyl]-6-[(3S)-pyrrolidin-3-yl]oxy-pyrido[3,2-d]pyrimidin-4-amine ClC=1C(=C(C=CC1OCC1CCOCC1)NC=1C2=C(N=CN1)C=CC(=N2)O[C@@H]2CNCC2)F